O[C@@H]1CN(CC1)C(=O)OC(C)(C)C Tert-butyl (3S)-3-hydroxypyrrolidine-1-carboxylate